2-((4-((S)-2-(4-chloro-2-fluorophenyl)-2-methylbenzo[d][1,3]dioxolan-4-yl)piperidin-1-yl)methyl)-4-methyl-1-(((S)-oxetan-2-yl)methyl)-1H-imidazole-5-carbonitrile ClC1=CC(=C(C=C1)[C@@]1(OC2=C(O1)C=CC=C2C2CCN(CC2)CC=2N(C(=C(N2)C)C#N)C[C@H]2OCC2)C)F